O1CSNC(C2=C1C=CC=C2)=O benzo[f][1,3,4]oxthiazepine-5(4H)-one